ethyl 4-phenyl-5,6-dihydro-4H-pyrrolo[1,2-b]pyrazole-2-carboxylate C1(=CC=CC=C1)C1CCN2N=C(C=C21)C(=O)OCC